[K].[P].[N] nitrogen phosphorus potassium salt